OC(CC(=O)[O-])C (3-hydroxy)butyrate